FC1=C(C(=CC=C1C(C)C)OC)[C@H](C(=O)O)N1C[C@@H](CC1)OCCCCCC1=NC=2NCCCC2C=C1 (R)-2-(2-fluoro-3-isopropyl-6-methoxyphenyl)-2-((R)-3-((5-(5,6,7,8-tetrahydro-1,8-naphthyridin-2-yl)pentyl)oxy)pyrrolidin-1-yl)acetic acid